2-(5,5-difluorotetrahydro-2H-pyran-2-yl)-4-(2,4,5-trifluorophenyl)pyridin FC1(CCC(OC1)C1=NC=CC(=C1)C1=C(C=C(C(=C1)F)F)F)F